2-amino-N-cyclopropyl-5-{2-[(1S)-1-cyclopropylethyl]-7-(ethanesulfonyl)-1-oxo-2,3-dihydro-1H-isoindol-5-yl}pyrazolo[1,5-a]pyrimidine-3-carboxamide NC1=NN2C(N=C(C=C2)C=2C=C3CN(C(C3=C(C2)S(=O)(=O)CC)=O)[C@@H](C)C2CC2)=C1C(=O)NC1CC1